2-hydroxy-3-methoxy-5-propylbenzoic acid OC1=C(C(=O)O)C=C(C=C1OC)CCC